ClC1=C(C=C(C=C1)NC(C(F)(F)C1=C(C=C(C=C1)OC1=NC=NC2=CC(=C(C=C12)OC)OC)F)=O)C(F)(F)F N-(4-chloro-3-(trifluoromethyl)phenyl)-2-(4-((6,7-dimethoxyquinazolin-4-yl)oxy)-2-fluorophenyl)-2,2-difluoroacetamide